Cl.FC(C=1C=C(C=CC1)C#CC1CCNCC1)(F)F 4-((3-(Trifluoromethyl)phenyl)ethynyl)piperidine hydrochloride